FC(C=1C=C(C=C(C1)C(F)(F)F)C1=NN=NN1)(F)F 5-[3,5-bis(trifluoromethyl)phenyl]tetrazole